1-[(2-ethylphenyl)carbamothioyl]-3-[3-[4-[1-[4-(trifluoromethoxy)phenyl]-1H-1,2,4-triazol-3-yl]phenyl]propyl]urea C(C)C1=C(C=CC=C1)NC(=S)NC(=O)NCCCC1=CC=C(C=C1)C1=NN(C=N1)C1=CC=C(C=C1)OC(F)(F)F